COC(=O)C=1C=NC(=CC1C1=CC(=NC=C1OC)C(F)F)C#CC1COCCC1 2'-(difluoromethyl)-5'-methoxy-6-((tetrahydro-2H-pyran-3-yl)ethynyl)-[4,4'-bipyridine]-3-carboxylic acid methyl ester